BrC1=CC=C(O1)C1C(N=C2N1CCN(C2)C(=O)C=2C=C(CN1C(C3=CC=CC=C3C=N1)=O)C=CC2F)C#C 3-(3-(5-bromofuran-2-yl)-2-ethynyl-2,3,5,6,7,8-hexahydroimidazo[1,2-a]pyrazine-7-carbonyl)-4-fluorobenzyl-phthalazin-1(2H)-one